pyrrolidine-1-carboxylic acid (S)-tert-butyl ester C(C)(C)(C)OC(=O)N1CCCC1